FC(C1=CC=C(C=C1)CC(=O)OC)F methyl 2-[4-(difluoromethyl)phenyl]acetate